2-tertiary butyl-p-methyl-resorcinol C(C)(C)(C)C1=C(O)C=CC(=C1O)C